COC(C(CC(C)(F)F)C1=C(C(=C(C=C1)[N+](=O)[O-])N(CC1=CC=CC=C1)CC1=CC=CC=C1)F)=O 2-[3-(dibenzylamino)-2-fluoro-4-nitrophenyl]-4,4-difluoropentanoic acid methyl ester